3-(1-ethyl-3-methyl-1H-pyrazol-5-yl)-6-methoxy-5H-pyrido[4,3-b]indole-8-carboxylic acid methyl ester COC(=O)C1=CC=2C3=C(NC2C(=C1)OC)C=C(N=C3)C3=CC(=NN3CC)C